2,3-dimethylolbutyric acid C(O)C(C(=O)O)C(C)CO